NC=1NC(=C(N1)C1=CC(=NC=C1)C)C1=CC(=C(C=C1)O)F 4-(2-Amino-4-(2-methylpyridin-4-yl)-1H-imidazol-5-yl)-2-fluorophenol